6-((2-(trimethylsilyl)ethoxy)methyl)-1,6-dihydropyrrolo[3',2':5,6]pyrido[2,3-b][1,4]oxazin-2(3H)-one C[Si](CCOCN1C=CC2=CC3=C(OCC(N3)=O)N=C21)(C)C